ClC1=CC(=C(S1)[C@@H]([C@H]1O[C@H]([C@H]2[C@@H]1OC(O2)(C)C)N2C=CC1=C2N=CN=C1Cl)O)CCO 2-[5-chloro-2-[(R)-hydroxy-[(3aR,4R,6R,6aR)-4-(4-chloropyrrolo[2,3-d]pyrimidin-7-yl)-2,2-dimethyl-3a,4,6,6a-tetrahydrofuro[3,4-d][1,3]dioxol-6-yl]methyl]-3-thienyl]ethanol